[2-[3-[[2-(3-carbamimidoylphenyl)-1-thiazol-2-yl-ethyl]sulfamoyl]anilino]-2-oxo-ethyl]carbamate C(N)(=N)C=1C=C(C=CC1)CC(C=1SC=CN1)NS(=O)(=O)C=1C=C(NC(CNC([O-])=O)=O)C=CC1